4-METHOXY-PYRROLIDINE-3-CARBOXYLIC ACID COC1C(CNC1)C(=O)O